4-chloro-7-cyclobutyl-2-oxo-1,2-dihydroquinoline-3-carboxylic acid ClC1=C(C(NC2=CC(=CC=C12)C1CCC1)=O)C(=O)O